(R)-8-(1-((4,5-difluoro-2-(4-hydroxypiperidin-1-yl)phenyl)amino)ethyl)-3,6-dimethyl-2-(tetrahydro-2H-pyran-4-yl)quinazolin-4(3H)-one FC1=CC(=C(C=C1F)N[C@H](C)C=1C=C(C=C2C(N(C(=NC12)C1CCOCC1)C)=O)C)N1CCC(CC1)O